O[C@@H]1C[C@H](N(C1)C1=NC=C(C(=C1)NC(C1=NC(=CC=C1)C=1C=NNC1)=O)C(F)(F)F)C N-(2-((2R,4R)-4-hydroxy-2-methylpyrrolidin-1-yl)-5-(trifluoromethyl)pyridin-4-yl)-6-(1H-pyrazol-4-yl)picolinamide